CNS(=O)(=O)C1=NC2=CC=CC=C2C=N1 N-methyl-2-quinazolinesulfonamide